ClS(=O)(=O)C=1N=C2C(=NC1)N(C=C2)C(=O)OC(C)(C)C tert-butyl 2-(chlorosulfonyl)-5H-pyrrolo[2,3-b]pyrazine-5-carboxylate